Dihydroxyacetophenone OC(C(=O)C1=CC=CC=C1)O